4-(benzylthio)cyclohexanone tert-butyl-2-(4-(4-(3-aminobut-1-yn-1-yl)phenyl)-2,3,9-trimethyl-6H-thieno[3,2-f][1,2,4]triazolo[4,3-a][1,4]diazepin-6-yl)acetate C(C)(C)(C)OC(CC1C=2N(C3=C(C(=N1)C1=CC=C(C=C1)C#CC(C)N)C(=C(S3)C)C)C(=NN2)C)=O.C(C2=CC=CC=C2)SC2CCC(CC2)=O